3-nitro-pentadecanedioic acid dimethyl ester COC(CC(CCCCCCCCCCCC(=O)OC)[N+](=O)[O-])=O